NC=1C=C(C(=C(C1)C(C)=O)OC)OC 1-(5-amino-2,3-dimethoxyphenyl)ethanone